NC1=NC=NN2C1=C(C=C2C=2C=C(C(=NC2)OC)C(=O)N[C@@H]2CN(C[C@@H]2F)C(=O)C2=NC(=CN=C2)OC)C(F)(F)F 5-[4-amino-5-(trifluoromethyl)pyrrolo[2,1-f][1,2,4]triazin-7-yl]-N-[(3R,4S)-4-fluoro-1-(6-methoxypyrazine-2-carbonyl)pyrrolidin-3-yl]-2-methoxypyridine-3-carboxamide